NC=1SC2=C(N1)C(=C(C(=C2)NC(C2=C(C=C(C=C2)NS(=O)(=O)CCO)N2CCC1(CC1)CC2)=O)F)N2CCC(CC2)(F)F N-[2-amino-4-(4,4-difluoropiperidin-1-yl)-5-fluoro-1,3-benzothiazol-6-yl]-2-{6-azaspiro[2.5]octan-6-yl}-4-(2-hydroxyethanesulfonamido)benzamide